tert-butyl (3S,4S)-3-((4-amino-5,7-dimethylpyrido[2,3-d]pyrimidin-2-yl)amino)-4-hydroxypyrrolidine-1-carboxylate NC=1C2=C(N=C(N1)N[C@H]1CN(C[C@@H]1O)C(=O)OC(C)(C)C)N=C(C=C2C)C